COC=1C(=O)OCC1 Methoxybutenolide